C(C)(C)(C)OC(NC(C)CC(NOC1OCCCC1)=O)=O 4-oxo-4-(tetrahydro-2H-pyran-2-yloxyamino)butan-2-ylcarbamic acid tert-butyl ester